C(C)OC(C(=O)C1CC2C(C2(CC1=O)C)(F)F)=O 2-(7,7-difluoro-6-methyl-4-oxobicyclo[4.1.0]heptan-3-yl)-2-oxoacetic acid ethyl ester